Dimethyl 2'-((4-(hydroxymethyl)-2,6-dimethoxybenzamido)methyl)-[1,1':4',1''-terphenyl]-4,4''-dicarboxylate OCC1=CC(=C(C(=O)NCC2=C(C=CC(=C2)C2=CC=C(C=C2)C(=O)OC)C2=CC=C(C=C2)C(=O)OC)C(=C1)OC)OC